CC1(CNC2=CC(=C(C=C12)C)C(=O)O)C 3,3,5-trimethylindoline-6-carboxylic acid